6-(4-amino-5-(trifluoromethyl)pyrimidin-2-yl)-7-fluoro-2-(4-methyl-4-((6-oxo-5-(trifluoromethyl)-1,6-dihydropyridazin-4-yl)amino)pentyl)isoquinolin-1(2H)-one NC1=NC(=NC=C1C(F)(F)F)C=1C=C2C=CN(C(C2=CC1F)=O)CCCC(C)(NC=1C=NNC(C1C(F)(F)F)=O)C